N1CC(C1)CN1CC(CC1)CNC(C1=C(C=C(C=C1)NC=1C=2N(C=CN1)C(=CN2)C=2C(=NNC2)C(F)(F)F)CC)=O N-((1-(azetidin-3-ylmethyl)pyrrolidin-3-yl)methyl)-2-ethyl-4-((3-(3-(trifluoromethyl)-1H-pyrazol-4-yl)imidazo[1,2-a]pyrazin-8-yl)amino)benzamide